(3S,4S)-1-Cyclohexyl-4-{[5-(2,4-difluoro-phenyl)-isoxazole-3-carbonyl]-amino}-piperidine-3-carboxylic acid ((1R)-2-ethoxy-1-methyl-ethyl)-amide C(C)OC[C@@H](C)NC(=O)[C@H]1CN(CC[C@@H]1NC(=O)C1=NOC(=C1)C1=C(C=C(C=C1)F)F)C1CCCCC1